5-bromo-2,3-dihydro-1H-indene-2-amine BrC=1C=C2CC(CC2=CC1)N